CC=1C=C2C=CCN3C2=C(C1)C=C3 8-methyl-4H-pyrrolo[3,2,1-ij]quinoline